(2,2-difluoro-4-hydroxybutyl)carbamic acid tert-butyl ester C(C)(C)(C)OC(NCC(CCO)(F)F)=O